8-[(6-Aminopyridin-2-yl)amino]-6-{[(1R,2R)-2-hydroxycyclohexyl]amino}imidazo[1,2-b]pyridazine-3-carbonitrile NC1=CC=CC(=N1)NC=1C=2N(N=C(C1)N[C@H]1[C@@H](CCCC1)O)C(=CN2)C#N